2-(1-acryloylpiperidin-4-ylamino)-4-(3,5-dimethoxyphenylethynyl)-5-carbamoyl-6-aminopyrimidine C(C=C)(=O)N1CCC(CC1)NC1=NC(=C(C(=N1)C#CC1=CC(=CC(=C1)OC)OC)C(N)=O)N